FC=1C(=C(C(=C(C1O)\C=C\C(=O)C1=CC=CC=C1)OC)OC(C)=O)OC fluoro-2,4-dimethoxy-3-acetoxy-6-hydroxychalcone